N-(4-(4-(isopropylsulfonyl)piperazin-1-yl)pyridin-2-yl)-5-(1H-pyrazol-4-yl)thiazolo[5,4-b]pyridin-2-amine C(C)(C)S(=O)(=O)N1CCN(CC1)C1=CC(=NC=C1)NC=1SC2=NC(=CC=C2N1)C=1C=NNC1